C(CCCCCCCCCCC(CCCCCCCCCCCC(=O)O)C(=O)O)C(=O)O tricosane-1,12,23-tricarboxylic acid